rac-1-(((5S,7S)-8,8-difluoro-2-oxo-1-oxa-3-azaspiro[4.5]decan-7-yl)methyl)-1H-benzo[d]imidazole-6-carbonitrile FC1([C@@H](C[C@]2(CNC(O2)=O)CC1)CN1C=NC2=C1C=C(C=C2)C#N)F |r|